methylpyridinopyrimidine CC1=NC2=C(C=N1)N=CC=C2